FC(C(C)(O)C)(CC[C@@H](C)[C@H]1CC[C@H]2/C(/CCC[C@]12C)=C/CN1N=C(N=N1)C1=CC=C(C=C1)C(F)(F)F)F (6R)-3,3-Difluoro-6-[(1R,3aS,7aR,E)-4-{2-[5-(4-trifluoromethylphenyl)-2H-tetrazol-2-yl]ethylidene}-7a-methyloctahydro-1H-inden-1-yl]-2-methylheptan-2-ol